FC1(CN(C1)C1=CC(=CC=2N1N=CC2)C(=O)NNC(C2=C(C=C(C=C2)[N+](=O)[O-])N2CCC1(CC1)CC2)=O)F 7-(3,3-difluoroazetidin-1-yl)-N'-(4-nitro-2-(6-azaspiro[2.5]oct-6-yl)benzoyl)pyrazolo[1,5-a]pyridine-5-carboxylic acid hydrazide